lanthanum-lithium [Li].[La]